(5-n-butylthienyl)(methyl)methylene(cyclopentadienyl)(fluorenyl)hafnium dichloride [Cl-].[Cl-].C(CCC)C1=CC=C(S1)C(=[Hf+2](C1=CC=CC=2C3=CC=CC=C3CC12)C1C=CC=C1)C